5-((benzyl(butyl)amino)methyl)-N-methoxy-N-methylfuran-2-carboxamide C(C1=CC=CC=C1)N(CCCC)CC1=CC=C(O1)C(=O)N(C)OC